N-ethyl-5-fluoro-2-((4-(7-((8-fluoro-1,4-dioxaspiro[4.5]decan-8-yl)methyl)-2,7-diazaspiro[3.5]nonan-2-yl)pyrimidin-5-yl)oxy)-N-isopropylbenzamide C(C)N(C(C1=C(C=CC(=C1)F)OC=1C(=NC=NC1)N1CC2(C1)CCN(CC2)CC2(CCC1(OCCO1)CC2)F)=O)C(C)C